CNCC1CCOCC1 4-(methylaminomethyl)tetrahydropyran